CC=1C=NC(=CC1)C1=CC=C(C=N1)C 3,3'-dimethyl-6,6'-bipyridine